ClC=1C=C(C=C2C(=CC=NC12)NCC(C)(C)C)N[C@@H](C1=C2C(=NNC2=CC=C1)C)C=1N=NN(C1)C1(CC1)C(F)F (S)-8-chloro-6-(((1-(1-(difluoromethyl)cyclopropyl)-1H-1,2,3-triazol-4-yl)(3-methyl-1H-indazol-4-yl)methyl)amino)-4-(neopentylamino)quinoline